OC1(CCC1)CNCC1=CC(=C2CNC(C2=C1)=O)OC 6-({[(1-hydroxycyclobutyl)methyl]amino}methyl)-4-methoxy-3H-isoindol-1-one